ClC1=C(C=CC=C1)CC(=O)NC1=CC(=C(C=C1)N1N=CC(=C1)NC(CC(F)(F)F)=O)S(NCC1=C(C=C(C=C1)OC)OC)(=O)=O N-[1-(4-{[(2-chlorophenyl)acetyl]amino}-2-[(2,4-dimethoxybenzyl)sulfamoyl]phenyl)-1H-pyrazol-4-yl]-3,3,3-trifluoropropionamide